(R)-2-(4-(ethylsulfonyl)phenyl)-N-(4-(6-methoxy-1-(1-(p-tolyl)ethyl)-1H-benzo[d]imidazol-2-yl)phenyl)acetamide C(C)S(=O)(=O)C1=CC=C(C=C1)CC(=O)NC1=CC=C(C=C1)C1=NC2=C(N1[C@H](C)C1=CC=C(C=C1)C)C=C(C=C2)OC